N-(4-chlorobenzyl)-2-methyl-5-oxo-6-((tetrahydrofuran-2-yl)methyl)-5,6-dihydro-1,6-naphthyridine-3-carboxamide ClC1=CC=C(CNC(=O)C=2C(=NC=3C=CN(C(C3C2)=O)CC2OCCC2)C)C=C1